N1=CC(=CC=C1)S(=O)(=O)N1C=C(C=C1C1=C(C=CC=C1)F)C=O 1-(3-pyridinesulfonyl)-5-(2-fluorophenyl)-1H-pyrrole-3-carbaldehyde